C(C)(=O)O[C@H]1[C@@H](SC2=C(C=CC(=C2)Cl)Cl)O[C@@H]([C@@H]([C@@H]1N=[N+]=[N-])OC(C)=O)COC(C)=O 2,5-dichlorophenyl 2,4,6-tri-O-acetyl-3-azido-3-deoxy-1-thio-alpha-D-galactopyranoside